N-[3-(dimethylamino)propyl]-N'-ethylurea CN(CCCNC(=O)NCC)C